[Cr].[Fe].[Ni].FC1=C(C=C(C=C1)F)[C@H](C)NC=1C2=C(N=C(N1)C)C=NC(=C2)N2C[C@@H](CC2)NC(C)=O N-[(3R)-1-(4-{[(1S)-1-(2,5-difluorophenyl)ethyl]amino}-2-methylpyrido[3,4-d]pyrimidin-6-yl)pyrrolidin-3-yl]acetamide nickel-iron-chromium